2,2,5,5-tetrahydroxymethyl-cyclopentanone tetraacrylate C(C=C)(=O)O.C(C=C)(=O)O.C(C=C)(=O)O.C(C=C)(=O)O.OCC1(C(C(CC1)(CO)CO)=O)CO